tert-butyl 6-(6-chloro-3-(2-(methoxymethoxy) phenyl) cinnolin-7-yl)-2,6-diazaspiro[3.3]heptane-2-carboxylate ClC=1C=C2C=C(N=NC2=CC1N1CC2(CN(C2)C(=O)OC(C)(C)C)C1)C1=C(C=CC=C1)OCOC